2-([2-(DIMETHYLAMINO)PHENYL]CARBAMOYL)ACETIC ACID CN(C1=C(C=CC=C1)NC(=O)CC(=O)O)C